ClC=1C=C(C=CC1Cl)N1C(CN(CC1)C(=O)C1=CC(NC2=CC=CC=C12)=O)C(C)C 4-(4-(3,4-dichlorophenyl)-3-isopropylpiperazine-1-carbonyl)quinolin-2(1H)-one